(E)-N-hydroxy-3-(2-(4-(isopropylsulfonyl)piperazin-1-yl)phenyl)acrylamide ONC(\C=C\C1=C(C=CC=C1)N1CCN(CC1)S(=O)(=O)C(C)C)=O